(R)-(3-((tert-butyldiphenylsilyl)oxy)-2-hydroxypropyl)carbamic acid benzyl ester C(C1=CC=CC=C1)OC(NC[C@H](CO[Si](C1=CC=CC=C1)(C1=CC=CC=C1)C(C)(C)C)O)=O